Cl.C[C@@H]1C[C@H](NC1)C(=O)OC methyl (2S,4R)-4-methylpyrrolidine-2-carboxylate hydrochloride